S1SC(C=C1)CC#N 1,2-dithiolacetonitrile